FC(OC1=C(C=C(C=C1)F)C1CCCC2N1N1C(C(N2C)=O)=C(C(C=C1)=O)O)F 1-(2-(difluoromethoxy)-5-fluorophenyl)-7-hydroxy-5-methyl-1,2,3,4,4a,5-hexahydrodipyrido[1,2-b:2',1'-f][1,2,4]triazine-6,8-dione